tert-Butyl 3-(6-azido-1-methoxy-1-oxohexan-2-yl)benzoate N(=[N+]=[N-])CCCCC(C(=O)OC)C=1C=C(C(=O)OC(C)(C)C)C=CC1